FC(C=1C=C(OC2=CC=C(C=O)C=C2)C=CC1C(F)(F)F)(F)F 4-[3,4-Bis(trifluoromethyl)phenoxy]benzaldehyde